2-Amino-4-Hydroxyethylaminoanisole sulfat S(=O)(=O)(O)O.NC1=C(C=CC(=C1)NCCO)OC